1-(2-((4-(diethylamino)butyl)amino)-6-(2,6-difluoro-3,5-dimethoxyphenyl)pyrido[3,4-d]pyrimidin-8-yl)-3-methylazetidin-3-ol C(C)N(CCCCNC=1N=CC2=C(N1)C(=NC(=C2)C2=C(C(=CC(=C2F)OC)OC)F)N2CC(C2)(O)C)CC